4-ethoxy-6-(1-hydroxyethyl)nicotinonitrile C(C)OC1=CC(=NC=C1C#N)C(C)O